tert-butyl 4-(3-(2,6-dioxopiperidin-3-yl)-1-(tetrahydro-2H-pyran-2-yl)-1H-indazol-6-yl)piperidine-1-carboxylate O=C1NC(CCC1C1=NN(C2=CC(=CC=C12)C1CCN(CC1)C(=O)OC(C)(C)C)C1OCCCC1)=O